Chloro-2-[2-[[(3R)-1-ethyl-3-piperidyl]amino]oxazolo[4,5-b]pyridin-5-yl]-4-fluoro-3-methyl-phenol ClC=1C(=C(C(=C(C1)O)C1=CC=C2C(=N1)N=C(O2)N[C@H]2CN(CCC2)CC)C)F